(S)-methyl 2-((4-(6-(5-cyano-3,4-dihydroquinolin-1(2H)-yl)pyridin-2-yl)piperazin-1-yl)methyl)-1-(oxetan-2-ylmethyl)-1H-benzo[d]imidazole-6-carboxylate C(#N)C1=C2CCCN(C2=CC=C1)C1=CC=CC(=N1)N1CCN(CC1)CC1=NC2=C(N1C[C@H]1OCC1)C=C(C=C2)C(=O)OC